(1-(2-Cyclopropylacetyl)azetidin-3-yl)carbamate C1(CC1)CC(=O)N1CC(C1)NC([O-])=O